4-(1-(4-((4H-1,2,4-triazol-4-yl)methyl)-2-chlorophenyl)-1H-imidazol-4-yl)-N-(1-(methylsulfonyl)piperidin-4-yl)-5-(trifluoromethyl)pyrimidin-2-amine N=1N=CN(C1)CC1=CC(=C(C=C1)N1C=NC(=C1)C1=NC(=NC=C1C(F)(F)F)NC1CCN(CC1)S(=O)(=O)C)Cl